3-Methylcrotonylglycine CC(=CC(=O)NCC(=O)O)C